N-[4-[2-ethyl-4-(3-methylphenyl)-5-thiazolyl]-2-pyridyl]benzamide C(C)C=1SC(=C(N1)C1=CC(=CC=C1)C)C1=CC(=NC=C1)NC(C1=CC=CC=C1)=O